[OH-].CC=1C(=C(C=CC1)PC1=CC=CC=C1)C dimethyl-diphenylphosphine hydroxide